4-(chloromethyl)-1-methyl-1H-1,2,3-triazole hydrochloride Cl.ClCC=1N=NN(C1)C